(2S,5R)-5-([1,1'-biphenyl]-2-yl)-1-(2'-methoxy-[1,1'-biphenyl]-4-carbonyl)pyrrolidine-2-carboxylic acid C1(=C(C=CC=C1)[C@H]1CC[C@H](N1C(=O)C1=CC=C(C=C1)C1=C(C=CC=C1)OC)C(=O)O)C1=CC=CC=C1